1-[(11Z,14Z)-icosa-11,14-dien-1-yloxy]-N,N-dimethyl-3-(octyloxy)propan-2-amine C(CCCCCCCCC\C=C/C\C=C/CCCCC)OCC(COCCCCCCCC)N(C)C